C(C)(C)(C)OC(=O)N1CC2(C1)CC(C2)CC2=NC(=CC=C2)C(C)(C)C.N[C@H](CONC(CC2CCN(CC2)C2=NC=C(C=C2)C(F)(F)F)=O)C (S)-N-(2-aminopropoxy)-2-{1-[5-(trifluoromethyl)pyridin-2-yl]piperidin-4-yl}acetamide tert-Butyl-6-((6-(tert-butyl)pyridin-2-yl)methyl)-2-azaspiro[3.3]heptane-2-carboxylate